BrC1=CC=C(C=C1)C1CC(CC(O1)C1=CC=C(C=C1)C=CC=O)O 3-[4-[6-(4-bromophenyl)-4-hydroxyoxan-2-yl]phenyl]prop-2-en-1-one